C(C1=CC=CC=C1)OC1=NC(=CC=C1C1=C(C=C(C=C1F)N1CCC2(CN(C2)C(=O)OC(C)(C)C)CC1)F)OCC1=CC=CC=C1 tert-butyl 7-(4-(2,6-bis(benzyloxy)pyridin-3-yl)-3,5-difluorophenyl)-2,7-diazaspiro[3.5]nonane-2-carboxylate